2,3-Dimethoxytoluene COC1=C(C)C=CC=C1OC